Cl.FC(C1=CC=C(C[C@@H]2C[C@H](NC2)C(=O)OCC2=CC=CC=C2)C=C1)(F)F benzyl (2S,4R)-4-(4-(trifluoromethyl)benzyl)-pyrrolidine-2-carboxylate hydrochloride